1-pentene oxide C1C(CCC)O1